(2S,6R)-4-(8-chloro-2,3-dimethylpyrido[2,3-b]pyrazin-6-yl)-2-(1-cyclopropyl-1H-pyrazol-4-yl)-6-methylmorpholine ClC1=CC(=NC2=NC(=C(N=C21)C)C)N2C[C@@H](O[C@@H](C2)C)C=2C=NN(C2)C2CC2